ClC=1N=C(NC1[C@H]1[C@H](CN(CC1)S(=O)(=O)CCC(=O)N1CC(CC1)(C(F)(F)F)O)C)C1=NC=C(C=C1)F 3-[[(3R,4R)-4-[4-Chloro-2-(5-fluoro-2-pyridyl)-1H-imidazol-5-yl]-3-methyl-1-piperidyl]sulfonyl]-1-[3-hydroxy-3-(trifluoromethyl)pyrrolidin-1-yl]propan-1-one